[Si](C)(C)(C(C)(C)C)OCCCOCCCCCCCCCCCCCC 1-((tert-butyldimethylsilyl)oxy)-3-(tetradecyloxy)propan